n-heneicosyl isocyanate C(CCCCCCCCCCCCCCCCCCCC)N=C=O